(3-(3-hydroxy-3-methylbut-1-yn-1-yl)phenyl)-1H-pyrazol OC(C#CC=1C=C(C=CC1)N1N=CC=C1)(C)C